4,6-bis(1,1-dimethylethoxy)-2-(6-n-propyl-2-pyridinyl)-5-trifluoromethylpyrimidine CC(C)(OC1=NC(=NC(=C1C(F)(F)F)OC(C)(C)C)C1=NC(=CC=C1)CCC)C